benzyl (2-(2-(4-fluorophenyl)-6-(oxiran-2-yl)pyridin-4-yl)propan-2-yl)carbamate FC1=CC=C(C=C1)C1=NC(=CC(=C1)C(C)(C)NC(OCC1=CC=CC=C1)=O)C1OC1